NC=1C(=NN(C1N)CC)C 4,5-diamino-3-methylethylpyrazole